C(C=1C(C(=O)[O-])=CC=CC1)(=O)OCC(CCC(C)O)CC Mono(2-ethyl-5-hydroxy-hexyl) phthalate